(5-bromo-2-methyl-2H-1,2,3-triazol-4-yl)(5-fluoro-2-methoxypyridin-3-yl)methanol BrC=1C(=NN(N1)C)C(O)C=1C(=NC=C(C1)F)OC